[Ag].[Zn].[Cu] copper-zinc-silver